8-fluoro-1H-benzo[d][1,3]oxazine-2,4-dione FC1=CC=CC2=C1NC(OC2=O)=O